NC1=C(C=CC(=C1)N)S(=O)(=O)[O-].[Al+3].NC1=C(C=CC(=C1)N)S(=O)(=O)[O-].NC1=C(C=CC(=C1)N)S(=O)(=O)[O-] aluminum 2,4-diaminobenzenesulfonate